OC=1C(=C(C(=O)[O-])C=CC1)O 3-hydroxy-2-hydroxy-benzoate